2-isopropyl-4,5-dimethylphenol C(C)(C)C1=C(C=C(C(=C1)C)C)O